4-([1,1'-biphenyl]-4-yl)-6-(4-(oxetan-3-yl)piperazine-1-carbonyl)quinoline-2-carbaldehyde C1(=CC=C(C=C1)C1=CC(=NC2=CC=C(C=C12)C(=O)N1CCN(CC1)C1COC1)C=O)C1=CC=CC=C1